ClC1N=CC2(N3C1=CC1=C3N=C(N=C1)NC1=CC=C(C=C1)S(=O)(=O)N)CCCCC2 4-((6'-chloro-6'H-spiro[cyclohexane-1,9'-pyrazino[1',2':1,5]pyrrolo[2,3-d]pyrimidin]-2'-yl)amino)benzenesulfonamide